tert-butyl (2-(5-ethoxybenzo[b]thiophen-4-yl)ethyl)carbamate C(C)OC1=C(C2=C(SC=C2)C=C1)CCNC(OC(C)(C)C)=O